N-(3-bromoimidazo[1,2-a]pyridin-6-yl)-4-fluoro-3-methoxy-N-methyl-benzamide BrC1=CN=C2N1C=C(C=C2)N(C(C2=CC(=C(C=C2)F)OC)=O)C